COCCOC1CCC(CC1)N (1s,4s)-4-(2-methoxyethoxy)cyclohexan-1-amine